C(C)(C)(C)OC(=O)N[C@@H](C(=O)OC)CC=1C=NC(=CC1)C1=CC(=CC=C1)OC(F)(F)F Methyl (2R)-2-{[(tert-butoxy)carbonyl]amino}-3-{6-[3-(trifluoromethoxy)phenyl]pyridin-3-yl}propanoate